C[C@@H]1CN(C[C@@H](O1)C)CC1=C(C=C(C=C1)[C@H](C)NC=1N=CC2=C(N1)N(C(C=C2)=O)[C@@H](C)C(C)C)F 2-{[(1S)-1-(4-{[(2R,6S)-2,6-Dimethylmorpholin-4-yl]methyl}-3-fluorophenyl)ethyl]amino}-8-[(2S)-3-methylbutan-2-yl]pyrido[2,3-d]pyrimidin-7(8H)-on